COC(=O)C1=CC=2SC3=CC=C(C=C3SC2C=C1)C(=O)OC.C1=C(C=CC=2SC3=CC(=CC=C3SC12)C(=O)O)C(=O)O thianthrene-2,7-dicarboxylic acid dimethyl-thianthrene-2,7-dicarboxylate